ClC=1C=2C(N=C3N(C2C=CC1)C1=CC=C(C=C1C31CCCCC1)C1CCN(CC1)C1CC(C1)C=O)=O 3-(4-(4'-chloro-5'-oxo-5'H-spiro[cyclohexane-1,7'-indolo[1,2-a]quinazolin]-9'-yl)piperidin-1-yl)cyclobutane-1-carbaldehyde